N-carbamimidoyl-2-(2,6-dichloro-3-(dimethylamino)phenyl)acetamide C(N)(=N)NC(CC1=C(C(=CC=C1Cl)N(C)C)Cl)=O